CCCCCCC=CCCCCCC(=O)OC[C@H](COP(=O)(O)OP(=O)(O)OC[C@@H]1[C@H]([C@H]([C@@H](O1)N2C=CC(=NC2=O)N)O)O)OC(=O)CCCCCC=CCCCCCC The molecule is a CDP-diacylglycerol in which the acyl groups at positions 1 and 2 are specified as tetradec-7-enoyl. It has a role as a Mycoplasma genitalium metabolite.